FC1=CC=C(CC=2NC(=NN2)C(=O)N)C=C1 5-(4-fluorobenzyl)-4H-1,2,4-triazole-3-carboxamide